CC1=CC=CC(=N1)C1=NC=CC(=N1)NC1=NC(=NC=C1)NC1=CC(=CS1)C(=O)O[C@@H]1CN(CC1)C [(3S)-1-methylpyrrolidin-3-yl] 5-[[4-[[2-(6-methyl-2-pyridyl)pyrimidin-4-yl]amino]pyrimidin-2-yl]amino]thiophene-3-carboxylate